O=C1C2CC(C(N1)=O)(C2)NC2=CC=C(C=C2)C=2CCN(CC2)C(=O)OC(C)(C)C tert-Butyl 4-[4-[(2,4-Dioxo-3-azabicyclo[3.1.1]heptan-5-yl)amino]phenyl]-3,6-dihydro-2H-pyridine-1-carboxylate